CN1CC(OCC1)C(C)OC=1C=NC=CC1CN 1-{3-[1-(4-Methylmorpholin-2-yl)ethoxy]pyridin-4-yl}methylamine